5-isopropoxy-4-((4-phenoxyphenyl)amino)pyrimidine-2-carbonitrile C(C)(C)OC=1C(=NC(=NC1)C#N)NC1=CC=C(C=C1)OC1=CC=CC=C1